C(C)(=O)N1CC2=C(CC1)N(N=C2I)C2CCC(CC2)CC2CCN(CC2)C(=O)OC(C)(C)C tert-butyl 4-[[4-(5-acetyl-3-iodo-6,7-dihydro-4H-pyrazolo[4,3-c]pyridin-1-yl)cyclohexyl]methyl]piperidine-1-carboxylate